1-(2-((2-(methoxycarbonyl)-4-methylthiophen-3-yl)amino)-2-oxoethyl)-1-(2-((4-methyl-2-(piperidin-4-ylcarbamoyl)thiophen-3-yl)amino)-2-oxoethyl)azepan-1-ium COC(=O)C=1SC=C(C1NC(C[N+]1(CCCCCC1)CC(=O)NC1=C(SC=C1C)C(NC1CCNCC1)=O)=O)C